(2S,5S)-5-[(S)-2-Acetylamino-3-(4-hydroxy-phenyl)-propionylamino]-4-oxo-1,2,4,5,6,7-hexahydro-azepino[3,2,1-hi]indole-2-carboxylic acid (1H-[1,2,3]triazol-4-ylmethyl)amide N1N=NC(=C1)CNC(=O)[C@H]1N2C3=C(C=CC=C3C1)CC[C@@H](C2=O)NC([C@H](CC2=CC=C(C=C2)O)NC(C)=O)=O